bismuth hydroxide, chromium salt [Cr].[Bi](O)(O)O